tert-butyl 3-(1-phenylethyl)azetidine-1-carboxylate C1(=CC=CC=C1)C(C)C1CN(C1)C(=O)OC(C)(C)C